(8S,11S)-18-methyl-1,7,10,13,18,19,25-heptazapentacyclo[15.5.1.12,6.18,11.020,23]pentacosa-2(25),3,5,17(23),19-pentaen-12-one CN1C=2CCCNC([C@H]3NC[C@@H](NC4=CC=CC(N5CCC(=N1)C52)=N4)C3)=O